2-(diethylamino)acetic acid hydrochloride Cl.C(C)N(CC(=O)O)CC